N1(N=NN=C1)C=1C=CC(=NC1)NC=1N=CC2=C(N1)CCN(C2)CC(O)C=2C(=C1COC(C1=CC2)=O)C 5-(2-(2-((5-(1H-tetrazol-1-yl)pyridine-2-yl)amino)-7,8-dihydropyrido[4,3-d]pyrimidin-6(5H)-yl)-1-hydroxyethyl)-4-methylisobenzofuran-1(3H)-one